NC=1C=2N(C=CN1)C(=NC2C2=CC(=C(C(=O)NC1=NC=CC=C1)C=C2)F)[C@H]2N(CCC2)C(C#CC)=O (S)-4-(8-amino-3-(1-but-2-ynoylpyrrolidin-2-yl)imidazo[1,5-a]pyrazin-1-yl)-2-fluoro-N-(pyridin-2-yl)benzamide